Ethyl (±)-2,3-dihydroxypropionate O[C@@H](C(=O)OCC)CO |r|